FC1=CC=C(C=C1)C(=C1CNCCC1)C1=CC=C(C=C1)F 3-(bis(4-fluorophenyl)methylene)piperidine